6-(6-(isopropylamino)pyrazin-2-yl)isoquinolin-3-amine C(C)(C)NC1=CN=CC(=N1)C=1C=C2C=C(N=CC2=CC1)N